5,7-dihydroxy-2-phenyl-2,3-dihydro-4h-chromen-4-one OC1=C2C(CC(OC2=CC(=C1)O)C1=CC=CC=C1)=O